C1=CC=CC=2C3=CC=CC=C3C(C12)COC(=O)N(C(C(=O)OC(C)(C)C)CCC=1C=NC=C(C1)Cl)C tert-Butyl 2-((((9H-fluoren-9-yl)methoxy) carbonyl)(methyl)amino)-4-(5-chloropyridin-3-yl)butanoate